C(#N)C1=C(N=C2N1N=CC(=C2C(C)C)C(=O)O)C 3-cyano-8-isopropyl-2-methylimidazo[1,2-b]Pyridazine-7-carboxylic acid